FC(C(=O)O)(F)F.FC(C(=O)O)(F)F.C1(CC1)[C@H]1NC2=C(OC1)C(=NC(=N2)N)N2CC(C2)NC (R)-7-Cyclopropyl-4-(3-(methylamino)azetidin-1-yl)-7,8-dihydro-6H-pyrimido[5,4-b][1,4]oxazin-2-amine ditrifluoroacetic acid salt